3-(4-(3-fluorophenoxy)phenyl)-N,N-bis(4-methoxybenzyl)imidazo[1,5-c]pyrimidin-5-amine FC=1C=C(OC2=CC=C(C=C2)C2=NC=C3N2C(=NC=C3)N(CC3=CC=C(C=C3)OC)CC3=CC=C(C=C3)OC)C=CC1